ClC=1C2=C(N(N=C2C=CC1C1=NNC2=NC(=CN=C21)N2C[C@@H]1[C@]([C@@H]1CC2)(C2=NOC(=C2)C)CN)C)OC ((1S,6R,7S)-3-(3-(4-chloro-3-methoxy-2-methyl-2H-indazol-5-yl)-1H-pyrazolo[3,4-b]pyrazin-6-yl)-7-(5-methylisoxazol-3-yl)-3-azabicyclo[4.1.0]heptan-7-yl)methanamine